(3R)-1-{[(1R)-1-[({7-chloro-8-fluoro-5-[(2S)-2-methylazetidin-1-yl]pyrido[4,3-d]pyrimidin-2-yl}oxy)methyl]-2,2-difluorocyclopropyl]methyl}-3-fluoropyrrolidine ClC1=C(C=2N=C(N=CC2C(=N1)N1[C@H](CC1)C)OC[C@]1(C(C1)(F)F)CN1C[C@@H](CC1)F)F